caprylic acid indium [In].C(CCCCCCC)(=O)O